CN1C2COCC1CC(C2)NC(=O)C2=C1N(C3=CC=CC=C23)CCCCC1 N-(9-methyl-3-oxa-9-azabicyclo[3.3.1]nonan-7-yl)-7,8,9,10-tetrahydro-6H-azepino[1,2-a]indole-11-carboxamide